BrCC(=O)C1=CC=C(S1)C1(CN(CCO1)C(=O)OC(C)(C)C)C tert-butyl 2-(5-(2-bromoacetyl)thiophen-2-yl)-2-methylmorpholine-4-carboxylate